(Z)-5-(4-((5-cyclopropyl-3-(2,6-dichlorophenyl)isoxazol-4-yl)methoxy)piperidin-1-yl)-N'-hydroxythiophene-3-carboximidamide C1(CC1)C1=C(C(=NO1)C1=C(C=CC=C1Cl)Cl)COC1CCN(CC1)C1=CC(=CS1)/C(/N)=N/O